CC=1C(CC(C1C)C)OC(CI)OCCC iodoacetaldehyde n-propyl 2,3,4-trimethyl-2-cyclopentenyl acetal